FC1=C(NC2=C(C(=C(C(=C12)C1CNCCC1)F)F)C(=O)N)C 3,5,6-trifluoro-2-methyl-4-(3-piperidyl)-1H-indole-7-carboxamide